C1CC12CNC[C@H]2NC2=CC=C(C(=N2)C)C=2N=C(N(C2)C)C(C)(C)O (S)-2-(4-(6-((5-azaspiro[2.4]hept-7-yl)amino)-2-methylpyridin-3-yl)-1-methyl-1H-imidazol-2-yl)propan-2-ol